C1(CC1)S(=O)(=O)N1N=CC(=C1)C1=NC=CC(=N1)C1(NC=C(C(=C1)NC(C)C)C#CC=1N=C(SC1)CF)N 2-(2-(1-(cyclopropylsulfonyl)-1H-pyrazol-4-yl)pyrimidin-4-yl)-5-((2-(fluoromethyl)thiazol-4-yl)ethynyl)-N4-isopropylpyridine-2,4-diamine